CN(C(CN(CCC(C(=O)O)NC1=NC=C(C=N1)C(F)(F)F)CCCCC1=NC=2NCCCC2C=C1)=O)C 4-((2-(dimethylamino)-2-oxoethyl)(4-(5,6,7,8-tetrahydro-1,8-naphthyridin-2-yl)butyl)amino)-2-((5-(trifluoromethyl)pyrimidin-2-yl)amino)butanoic acid